FC1(CCC2=C1N=C(N=C2C2=CC1=C(C(NC[C@@H](O1)C)=O)C=C2)N2[C@H]([C@@H](C2)O)C)F (S)-8-(7,7-difluoro-2-((2S,3R)-3-hydroxy-2-methylazetidin-1-yl)-6,7-dihydro-5H-cyclopenta[d]pyrimidin-4-yl)-2-methyl-3,4-dihydrobenzo[f][1,4]oxazepin-5(2H)-one